C(C)O[Si](CCCNC(=O)N)(OC)OC N-(3-ethoxydimethoxysilylpropyl)urea